C(C1=CC=CC=C1)N1CC2C(C(C(C1)C2)C(=O)OC)=O methyl 3-benzyl-7-oxo-3-azabicyclo[3.2.1]octane-6-carboxylate